N'-ethyl-N'-[[4-(pentafluoro-sulfanyl)phenyl]methyl]oxamide C(C)N(C(C(N)=O)=O)CC1=CC=C(C=C1)S(F)(F)(F)(F)F